hexadecahydro-1H-cyclopenta[a]phenanthren-3-yl 1,4-diazepane-1-carboxylate N1(CCNCCC1)C(=O)OC1CCC2C3CCC4CCCC4C3CCC2C1